C1[C@@H]([C@@H]([C@@H](S1)CCCCC(=O)O)N)N Diaminobiotin